6-[2-(methoxymethoxy)phenyl]-4-(8-[2-[3-(piperazin-1-yl)propyl]pyridin-4-yl]-3,8-diazabicyclo[3.2.1]octan-3-yl)pyridazin-3-amine COCOC1=C(C=CC=C1)C1=CC(=C(N=N1)N)N1CC2CCC(C1)N2C2=CC(=NC=C2)CCCN2CCNCC2